4-[[(2R,3R,4S,5R)-3-(3,4-Difluoro-2-methoxy-phenyl)-4,5-dimethyl-5-(trifluoromethyl)tetrahydrofuran-2-carbonyl]amino]-5-methyl-pyridin-2-carboxamid FC=1C(=C(C=CC1F)[C@@H]1[C@@H](O[C@]([C@H]1C)(C(F)(F)F)C)C(=O)NC1=CC(=NC=C1C)C(=O)N)OC